1-naphthaleneethanone C1(=CC=CC2=CC=CC=C12)CC=O